racemic-3-(carbamoylmethyl)-5-methylhexanoic acid C(N)(=O)C[C@H](CC(=O)O)CC(C)C |r|